CC1=NN2C(N(CCC2)C(CCC(=O)NC2=CC=C(C=C2)C2=CN=CO2)=O)=C1 4-(2-methyl-6,7-dihydropyrazolo[1,5-a]pyrimidin-4(5H)-yl)-N-(4-(oxazol-5-yl)phenyl)-4-oxobutanamide